C(C)(C)(C)NS(=O)(=O)C=1SC(=CC1C1=CC(=C(C=C1)CN1C(=NC=C1)C(C)C)C#N)CC(C)C N-(tert-butyl)-3-(3-cyano-4-((2-isopropyl-1H-imidazol-1-yl)methyl)phenyl)-5-isobutylthiophene-2-Sulfonamide